2-(2'-chloro-4'-((8-((2-methylpyridin-4-yl)methyl)-3,8-diazabicyclo[3.2.1]octan-3-yl)methyl)-[1,1'-biphenyl]-4-yl)-1,1,1,3,3,3-hexafluoropropan-2-ol ClC1=C(C=CC(=C1)CN1CC2CCC(C1)N2CC2=CC(=NC=C2)C)C2=CC=C(C=C2)C(C(F)(F)F)(C(F)(F)F)O